C(C)(C)(C)OC(=O)N1CC(C1)(F)C(=O)Cl 3-(chlorocarbonyl)-3-fluoroazetidine-1-carboxylic acid tert-butyl ester